CN1N=CC(=C1C)C1=NN2C=NC=3C(=CC=CC3C2=N1)F 2-(1,5-dimethyl-1H-pyrazol-4-yl)-7-fluoro[1,2,4]triazolo[1,5-c]quinazolin